phosphorus diethylphosphinate C(C)P([O-])(=O)CC.[P+3].C(C)P([O-])(=O)CC.C(C)P([O-])(=O)CC